[N+](=O)([O-])C1=CC=C(O1)C(=O)N1CCN(CC1)C1=NC=NC(=C1)C(F)(F)F (5-Nitrofuran-2-yl){4-[6-(trifluoromethyl)pyrimidin-4-yl]piperazin-1-yl}methanone